FC1([C@H](CN(CC1)[C@H](C(NC1=NC=C(N=C1)OC1=C(C=C(C=C1F)F)F)=O)C)C1=CC=[N+](C=C1)[O-])F 4-((S)-4,4-difluoro-1-((S)-1-oxo-1-((5-(2,4,6-trifluorophenoxy)pyrazin-2-yl)amino)propan-2-yl)piperidin-3-yl)pyridine 1-oxide